N1(CCC2=CC=CC=C12)C1=NC(=NC(=N1)N1N=CC=C1)N1CCNC2(COC2)C1 8-(4-(indolin-1-yl)-6-(1H-pyrazol-1-yl)-1,3,5-triazin-2-yl)-2-oxa-5,8-diazaspiro[3.5]nonane